C(CCCCCCCCCCC)N1C(C2=C(N(C(C2=C1)=O)CCCCCCCCCCCC)C=1SC=CC1)=O 2,5-didodecyl-6-(thiophene-2-yl)pyrrolo[3,4-c]pyrrole-1,4-dione